FC(CN1CC2(CC1)CCN(CC2)C=2C1=C(N=C(N2)C=2C(=NNC2)C)C=NC=C1)F 4-(2-(2,2-difluoroethyl)-2,8-diazaspiro[4.5]decan-8-yl)-2-(3-methyl-1H-pyrazol-4-yl)pyrido[3,4-d]pyrimidine